bis(5-(2-ethyloctyl)thiophen-2-yl)benzo[1,2-b:4,5-b']Dithiophene C(C)C(CC1=CC=C(S1)C=1C=2C(SC1C=1SC(=CC1)CC(CCCCCC)CC)=CC1=C(SC=C1)C2)CCCCCC